N[C@H]1C[C@H](N(C1)C([C@H](C1CCCCC1)NC([C@H](C)N(C(OC(C)(C)C)=O)C)=O)=O)C(N[C@@H]1CCCC2=CC=CC=C12)=O tert-butyl ((S)-1-(((S)-2-((2S,4S)-4-amino-2-(((R)-1,2,3,4-tetrahydronaphthalen-1-yl)carbamoyl)pyrrolidin-1-yl)-1-cyclohexyl-2-oxoethyl)amino)-1-oxopropan-2-yl)(methyl)carbamate